1-(2-phenylvinyl)isoquinoline C1(=CC=CC=C1)C=CC1=NC=CC2=CC=CC=C12